ClC1=CC(=NC(=C1)OC1=CC=C(C=C1)Cl)NC(=O)C1=CC2=C(S1)C=CC(=C2)C(C)(C)S(=O)(=O)C N-(4-Chloro-6-(4-chlorophenoxy)pyridin-2-yl)-5-(2-(methylsulfonyl)propan-2-yl)benzo[b]thiophen-2-carboxamid